1-(4-(1-(4-((1S,4S)-2-oxa-5-azabicyclo[2.2.1]heptan-5-yl)phenyl)-1H-benzo[d]imidazol-6-yl)phenyl)-3-(2-(dimethylamino)ethyl)urea [C@@H]12OC[C@@H](N(C1)C1=CC=C(C=C1)N1C=NC3=C1C=C(C=C3)C3=CC=C(C=C3)NC(=O)NCCN(C)C)C2